Cl.FC(OC=1C=C(OC2CC(C2)NCC2=C3C=CN=CC3=CC=C2F)C=CC1)F (1r,3r)-3-(3-(difluoromethoxy)phenoxy)-N-((6-fluoroisoquinolin-5-yl)methyl)cyclobutane-1-amine hydrochloride